OCCNC(=O)N1C[C@@]2(CN(C[C@@]2(C1)C)C1=CC=C(C=C1)N1CCN(CC1)S(=O)(=O)C)C cis-N-(2-Hydroxyethyl)-3a,6a-dimethyl-5-(4-(4-(methylsulfonyl)piperazin-1-yl)phenyl)hexahydro-pyrrolo[3,4-c]pyrrole-2(1H)-carboxamide